OC=1C=C(C=CC1O)C[C@@H](N)C(=O)O |r| DL-β-(3,4-dihydroxyphenyl)alanine